FC(F)N1CCC2(CC1C=1N=NN(C1)C)OCCC1=C2SC(=C1)C(F)(F)F (difluoromethyl)-6'-(1-methyltriazol-4-yl)-2-(trifluoromethyl)spiro[4,5-dihydrothieno[2,3-c]pyran-7,4'-piperidine]